N[C@@H]1C2=CC=CC=C2CC12CCN(CC2)C2=NC(=C(C(=N2)C(=O)N)C2=C(C(=NC=C2)F)Cl)C 2-((S)-1-amino-1,3-dihydrospiro[indene-2,4'-piperidin]-1'-yl)-5-(3-chloro-2-fluoropyridin-4-yl)-6-methylpyrimidine-4-carboxamide